2-phenoxybenzeneboronic acid O(C1=CC=CC=C1)C1=C(C=CC=C1)B(O)O